OC(CNC(CCC)N)O N-dihydroxyethyl-butanediamine